C(CCC)[Si](OC(C)C)(OC(C)C)CCCC dibutyl-diisopropyloxysilane